2-[2-{N-hydroxyethyl-N-methylamino}ethoxy]-4,6-bis(trichloromethyl)-s-triazine OCCN(C)CCOC1=NC(=NC(=N1)C(Cl)(Cl)Cl)C(Cl)(Cl)Cl